(S)-1-(6-oxo-5-(trifluoromethyl)-1,6-dihydropyridin-3-yl)propan-2-yl 4-(5-(trifluoromethyl)pyridine-2-yl)piperazine-1-carboxylate FC(C=1C=CC(=NC1)N1CCN(CC1)C(=O)O[C@H](CC1=CNC(C(=C1)C(F)(F)F)=O)C)(F)F